NCCCCN1CCN(CC1)C1=CC(=NC=N1)N[C@H]1CN(CCC1)C1=CC(=CC=C1)F (R)-6-(4-(4-aminobutyl)piperazin-1-yl)-N-(1-(3-fluorophenyl)piperidin-3-yl)pyrimidin-4-amine